10-(2,7-dihydroxynaphthyl)-10H-9-oxa-10-phosphaphenanthren-10-oxide OC1=C(C2=CC(=CC=C2C=C1)O)P1(OC2=CC=CC=C2C=2C=CC=CC12)=O